8-Bromo-7-fluoroquinolin-5-amine BrC1=C(C=C(C=2C=CC=NC12)N)F